Methyl 2-((2R,3E,7Z,10S,12S,13E)-10-hydroxy-2-methoxy-12-(methoxymethoxy)-11,11-dimethylpentadeca-3,7,13-trien-5-yn-1-yl)oxazole-4-carboxylate O[C@@H](C\C=C/C#C/C=C/[C@@H](CC=1OC=C(N1)C(=O)OC)OC)C([C@H](\C=C\C)OCOC)(C)C